S(OC1=CC=C(C=C1)OCC1=C(C=C(C=C1F)C1=CNC(C=C1)=O)F)(=O)(=O)F 4-((2,6-difluoro-4-(6-oxo-1,6-dihydropyridin-3-yl)benzyl)oxy)phenyl sulfurofluoridate